CC=1NC=2CCCCC2C(C1C1=CC=C(OC=2C=C(C(=O)O)C=CC2)C=C1)=O 3-(4-(2-methyl-4-oxo-1,4,5,6,7,8-hexahydroquinolin-3-yl)phenoxy)benzoic acid